tert-butyl 4-[2-(3-allyloxyanilino)-7-oxo-8H-pyrido[2,3-d]pyrimidin-6-yl]-8-methyl-2,3-dihydroquinoxaline-1-carboxylate C(C=C)OC=1C=C(NC=2N=CC3=C(N2)NC(C(=C3)N3CCN(C2=C(C=CC=C32)C)C(=O)OC(C)(C)C)=O)C=CC1